C(C)(C)(C)[S@@](=O)N[C@@H]1C=2N=C(SC2CC12CCN(CC2)C(=O)OC(C)(C)C)Cl tert-butyl (S)-4-(((R)-tert-butylsulfinyl)amino)-2-chloro-4,6-dihydrospiro[cyclopenta[d]thiazole-5,4'-piperidine]-1'-carboxylate